OC=1C=C(C=CC1OC)C(C)N1C[C@@H](N(C[C@H]1C)C1=CC(N(C=2C=CC(=NC12)C#N)C)=O)C 8-((2s,5r)-4-(1-(3-hydroxy-4-methoxyphenyl)ethyl)-2,5-dimethylpiperazin-1-yl)-5-methyl-6-oxo-5,6-dihydro-1,5-naphthyridine-2-carbonitrile